FC(C=1N=C2N(CCOC3=C2C=CC(=C3)CN)C1)(F)F (2-(trifluoromethyl)-5,6-dihydrobenzo[f]imidazo[1,2-d][1,4]oxazepin-9-yl)methanamine